3,5-di-tert-butyl-4-hydroxy-benzene methyl-propionate COC(CC)=O.C(C)(C)(C)C=1C=CC=C(C1O)C(C)(C)C